BrC1=CC(=C(C(=C1)[N+](=O)[O-])N[C@H]1[C@H](CCCC1)NC(=O)C1=CC(NC2=CC=C(C=C12)OC)=O)C(=O)N1CCN(CC1)C N-((1S,2R)-2-((4-bromo-2-(4-methylpiperazine-1-carbonyl)-6-nitrophenyl)amino)cyclohexyl)-6-methoxy-2-oxo-1,2-dihydroquinoline-4-carboxamide